O1N=CC2=C1C=CC(=C2)C2=CC=C1C(=N2)SC(=C1)C1(CC(C1)(F)F)O 1-(6-(benzo[d]isoxazol-5-yl)thieno[2,3-b]pyridin-2-yl)-3,3-difluorocyclobutan-1-ol